1-[[4-(3,3,3-trifluoro-2-oxo-propoxy)phenyl]methyl]pyrazole-4-carboxylate FC(C(COC1=CC=C(C=C1)CN1N=CC(=C1)C(=O)[O-])=O)(F)F